(Z)-4-((tert-butoxycarbonyl)(methyl)amino)-2-chlorobut-2-enoic acid ethyl ester C(C)OC(/C(=C/CN(C)C(=O)OC(C)(C)C)/Cl)=O